(3-[4-(2-methyl-[1,1'-biphenyl]-3-yl)-1H-imidazol-2-yl]benzyl)-L-alanine CC1=C(C=CC=C1C=1N=C(NC1)C=1C=C(CN[C@@H](C)C(=O)O)C=CC1)C1=CC=CC=C1